C1(CCC1)NC1=C2N=CN(C2=NC(=N1)I)[C@H]1[C@@H]([C@@H]([C@@]2(C[C@H]12)C#N)O)O (1R,2R,3S,4R,5S)-4-(6-(cyclobutylamino)-2-iodo-9H-purin-9-yl)-2,3-dihydroxybicyclo[3.1.0]hexane-1-carbonitrile